5-Fluorobenzoxazol FC=1C=CC2=C(N=CO2)C1